(1R,3S)-3-{5-[(3-methyl-2-oxobenzo[d][1,3]oxazol-6-yl)amino]-2H-pyrazol-3-yl}cyclopentyl (prop-2-ylamino)methanoate CC(C)NC(=O)O[C@H]1C[C@H](CC1)C=1NN=C(C1)NC1=CC2=C(N(C(O2)=O)C)C=C1